Tert-butyl (2R,6S)-4-[4-(aminomethyl)-5-(trifluoromethyl)-1,3-oxazol-2-yl]-2,6-dimethylpiperazine-1-carboxylate NCC=1N=C(OC1C(F)(F)F)N1C[C@H](N([C@H](C1)C)C(=O)OC(C)(C)C)C